methoxyphenyl-sulfonium trifluoromethanesulfonic acid salt FC(S(=O)(=O)[O-])(F)F.CO[SH+]C1=CC=CC=C1